CC1(OB(OC1(C)C)C=1C=C2C(=CC=NC2=CC1)N)C 6-(4,4,5,5-tetramethyl-1,3,2-dioxaborolan-2-yl)quinolin-4-amine